4-[2-chloro-4-(6-ethoxy-pyrazin-2-yl)-6-fluoro-phenoxy]-butyric acid ClC1=C(OCCCC(=O)O)C(=CC(=C1)C1=NC(=CN=C1)OCC)F